bis-Boc-adenine C(=O)(OC(C)(C)C)N(C1=C2NC=NC2=NC=N1)C(=O)OC(C)(C)C